Chloroether ClOCl